CC1(C(N(C(O1)=O)C=1C=CC(=C(OC2CCC(CC2)C(=O)N2OCC[C@H]2C=2C=C(C#N)C=C(C2)F)C1)F)=O)C 3-((S)-2-(4-(5-(5,5-dimethyl-2,4-dioxooxazolidin-3-yl)-2-fluorophenoxy)cyclohexane-1-carbonyl)isoxazolidin-3-yl)-5-fluorobenzonitrile